C1(=CC=CC=C1)C(C#CC1=CC=CC=C1)(O)C1=CC=CC=C1 1,1,3-triphenyl-2-propyn-1-ol